N-(4-((4-(Dimethylamino)phenyl)(3-methoxyphenyl)methylene)-cyclohexa-2,5-dien-1-ylidene)-N-methylmethanaminium CN(C1=CC=C(C=C1)C(=C1C=CC(C=C1)=[N+](C)C)C1=CC(=CC=C1)OC)C